1-tert-butyl 3-ethyl 3-methyl-4-oxopyrrolidine-1,3-dicarboxylate CC1(CN(CC1=O)C(=O)OC(C)(C)C)C(=O)OCC